S(=O)(=O)(O)O.C(=CC1=CC=CC=C1)OC1=CC=CC=C1 styrylphenyl ether sulfate salt